C1(CC1)C1=NN(C(=C1C(F)(F)F)C(=O)O)CC1COCCC1 3-cyclopropyl-1-((tetrahydro-2H-pyran-3-yl)methyl)-4-(trifluoromethyl)-1H-pyrazole-5-carboxylic acid